(S)-2-(6-(3-methyl-1-(4-methyl-4H-1,2,4-triazol-3-yl)cyclobutyl)-1-tosyl-1H-indol-4-yl)-6-((3-methylpiperidin-1-yl)methyl)-4-(difluoromethyl)isoindol-1-one CC1CC(C1)(C1=NN=CN1C)C1=CC(=C2C=CN(C2=C1)S(=O)(=O)C1=CC=C(C)C=C1)N1C(C2=CC(=CC(=C2C1)C(F)F)CN1C[C@H](CCC1)C)=O